4-(3-(((tert-butoxycarbonyl) amino)-2-phenylpropionamido) phenyl)-1H-pyrazole-1-carboxylate C(C)(C)(C)OC(=O)NCC(C(=O)NC=1C=C(C=CC1)C=1C=NN(C1)C(=O)[O-])C1=CC=CC=C1